N-(5-(4,6-dimorpholino-1,3,5-triazin-2-yl)benzo[d]oxazol-2-yl)ethanesulfonamide O1CCN(CC1)C1=NC(=NC(=N1)N1CCOCC1)C=1C=CC2=C(N=C(O2)NS(=O)(=O)CC)C1